ClC=1C=C(C(=O)N2CC=3C(=NN4C3C(N(C[C@H]4C(=O)O)C(C)C=4C=NC(=CC4)N4C(CCC4)=O)=O)C[C@H]2C)C=CC1Cl (3R,7S)-2-(3,4-dichlorobenzoyl)-3-methyl-10-oxo-9-(1-(6-(2-oxopyrrolidin-1-yl)pyridin-3-yl)ethyl)-1,2,3,4,7,8,9,10-octahydropyrido[4',3':3,4]pyrazolo[1,5-a]pyrazine-7-carboxylic acid